ClC1=CC2=C(N(C(N=C2N2[C@H](CN(CC2)C(C=C)=O)C)=O)C2=C(C=CC=C2OC)OC)N=C1C1=C(C=CC=C1)F 6-chloro-1-(2,6-dimethoxyphenyl)-7-(2-fluorophenyl)-4-((2S)-2-methyl-4-(2-propenoyl)-1-piperazinyl)pyrido[2,3-d]pyrimidin-2(1H)-one